C(C)(=O)N1[C@H](CCC2=CC(=CC=C12)C1=CC=C(C(=O)NCCNC(=O)C=2N=C3N(C=C(N=C3N3CCOCC3)Br)C2)C=C1)C (S)-N-(2-(4-(1-Acetyl-2-methyl-1,2,3,4-tetrahydroquinolin-6-yl)benzamido)ethyl)-6-bromo-8-morpholinoimidazo[1,2-a]pyrazine-2-carboxamide